5-(((1-fluorocyclopropyl)methyl)sulfonyl)-N-(4-(1,1,1,3,3,3-hexafluoro-2-hydroxypropan-2-yl)phenyl)isoindoline-1-carboxamide FC1(CC1)CS(=O)(=O)C=1C=C2CNC(C2=CC1)C(=O)NC1=CC=C(C=C1)C(C(F)(F)F)(C(F)(F)F)O